C(C)S(=O)(=O)C1=CC=C(C=C1)[C@H](CO)NC(OCC1=CC=CC=C1)=O Benzyl (R)-(1-(4-(ethylsulfonyl)phenyl)-2-hydroxyethyl)carbamate